C(C)OC(COC=1C(=NC(=CC1)N1C(OC(C1)CCO[Si](C)(C)C(C)(C)C)=O)[N+](=O)[O-])=O 2-[6-[5-[2-[tert-butyl-(dimethyl)silyl]oxyethyl]-2-oxo-1,3-oxazolidin-3-yl]-2-nitropyridin-3-yl]oxyacetic acid ethyl ester